FC1=C(C(=CC=C1)F)C=1N=C2N(N=CC(=C2)C(=O)O)C1 (2,6-difluorophenyl)imidazo[1,2-b]pyridazine-7-carboxylic acid